C(#N)[C@H]1N(CSC1)C(CNC(=O)C1=CC=NC2=CC=C(C=C12)C(C)(C)O)=O (R)-N-(2-(4-cyanothiazolidin-3-yl)-2-oxoethyl)-6-(2-hydroxypropan-2-yl)quinoline-4-carboxamide